4-(2-(3-(3-methoxyphenyl)-1H-pyrazol-1-yl)-6-((4-(methylsulfonyl)piperazin-1-yl)methyl)thieno[3,2-d]pyrimidin-4-yl)morpholine COC=1C=C(C=CC1)C1=NN(C=C1)C=1N=C(C2=C(N1)C=C(S2)CN2CCN(CC2)S(=O)(=O)C)N2CCOCC2